N-(phenylsulfonyl)-6-[3-[(1R,2S,4S)-norbornan-2-yl]Oxypyrazol-1-yl]-2-[(4S)-2,2,4-trimethylpyrrolidin-1-yl]Pyridine-3-carboxamide C1(=CC=CC=C1)S(=O)(=O)NC(=O)C=1C(=NC(=CC1)N1N=C(C=C1)O[C@@H]1[C@@H]2CC[C@H](C1)C2)N2C(C[C@@H](C2)C)(C)C